C(CCCC)OC(C=1C(C(=O)OCCCCC)=CC=CC1)=O diamylphthalate